N[C@@H]1C2=CC=CC=C2CC12CCN(CC2)C=2N=CC(=NC2CO)C#CCNC(C2=CC=CC=C2)=O (S)-N-(3-(5-(1-amino-1,3-dihydro-spiro[indene-2,4'-piperidin]-1'-yl)-6-(hydroxymethyl)pyrazin-2-yl)prop-2-yn-1-yl)benzamide